1-phenoxy-4-(1,2,2,2-tetrafluoroethyl)benzene O(C1=CC=CC=C1)C1=CC=C(C=C1)C(C(F)(F)F)F